O1CCN(CC1)C=1C=CC(=NC1)CN[C@H](C)C1=NC=CC=N1 (R)-N-((5-morpholinopyridin-2-yl)methyl)-1-(pyrimidin-2-yl)ethan-1-amine